CN(CCN(C1=CC=C(C#N)C=C1)C)C 4-{[2-(dimethylamino)ethyl](methyl)amino}benzonitrile